COC=1C=C2C(=NC(=NC2=CC1OC)C)NC(C)C=1SC(=CC1)C1=CC=C(C=C1)C=1OC(=NN1)C 6,7-dimethoxy-2-methyl-N-[1-{5-[4-(5-methyl-1,3,4-oxadiazol-2-yl)-phenyl]thiophen-2-yl}ethyl]-quinazolin-4-amine